[N+](=O)([O-])C1=CC=C2NC=C(C[C@H](N)C(=O)O)C2=C1 5-nitrotryptophan